P(=O)(O)([O-])[O-].[Ca+2] calcium (II) hydrogen phosphate